COC=1C=C(CN2CCOC3=C(C2=O)C=C(C=C3C3=C(C=C(C=C3)F)C)CNC3=NC=CC=C3)C=C(C1)OC 4-(3,5-Dimethoxybenzyl)-9-(4-fluoro-2-methylphenyl)-7-((pyridin-2-ylamino)methyl)-3,4-dihydrobenzo[f][1,4]oxazepin-5(2H)-one